5-bromo-2-(tetrahydro-2H-pyran-3-yl)-2H-indazole BrC1=CC2=CN(N=C2C=C1)C1COCCC1